1-(Imidazo[1,2-a]pyridin-3-yl)ethan-1-one N=1C=C(N2C1C=CC=C2)C(C)=O